CC1=CC(=NN1)NC1=NC(=C2C=CC=NC2=C1)NC1CC2CCC(C1)N2C2CN(C2)CCC#N 3-(3-((3-exo)-3-((7-((5-methyl-1H-pyrazol-3-yl)amino)-1,6-naphthyridin-5-yl)amino)-8-azabicyclo[3.2.1]octan-8-yl)azetidin-1-yl)propionitrile